Ethyl 2-(((((2r,5s)-5-(4-amino-5-fluoro-2-oxopyrimidin-1(2H)-yl)-1,3-oxathiolan-2-yl) methoxy) (4-phenylpiperidin-1-yl) phosphoryl) amino)-2-methylpropionate NC1=NC(N(C=C1F)[C@@H]1CS[C@@H](O1)COP(=O)(N1CCC(CC1)C1=CC=CC=C1)NC(C(=O)OCC)(C)C)=O